COC1=C(C=CC=C1)C1=C(C=NC(=C1)C)C(=O)NC=1SC2=C(N1)CN(C2)C(=O)C2=CN=CO2 4-(2-methoxyphenyl)-6-methyl-N-[5-(1,3-oxazole-5-carbonyl)-4H,5H,6H-pyrrolo[3,4-d][1,3]thiazol-2-yl]pyridine-3-carboxamide